N-(4-(4-(4-Cyano-3-methoxyphenyl)piperazin-1-yl)phenyl)-4-methoxybenzamid C(#N)C1=C(C=C(C=C1)N1CCN(CC1)C1=CC=C(C=C1)NC(C1=CC=C(C=C1)OC)=O)OC